CC1=CC=C(C(=O)O[C@H](C(=O)O)[C@@H](C(=O)O)OC(C2=CC=C(C=C2)C)=O)C=C1 (2S,3S)-2,3-bis((4-methylbenzoyl)oxy)succinic acid